O=C(CCC(=O)NCC1=CC(=CC=C1)C(F)(F)F)N1C(C2=CC=CC=C2CC1)C1=C(C=CC=C1)F 4-Oxo-4-(1-(2-fluorophenyl)-3,4-dihydro-1H-isoquinolin-2-yl)-N-[[3-(trifluoromethyl)phenyl]methyl]butyric acid amide